N4-(benzoxazolin-2-on-5-yl)-N2-[3-fluoro-2-((1S,4S)-5-methyl-2,5-diazabicyclo[2.2.1]heptan-2-yl)pyridin-5-yl]-5-methylpyrimidine-2,4-diamine O1C(NC2=C1C=CC(=C2)NC2=NC(=NC=C2C)NC=2C=C(C(=NC2)N2[C@@H]1CN([C@H](C2)C1)C)F)=O